N-(3,6-difluoro-5-(2-fluoroethoxy)pyridin-2-yl)-1-tosyl-6-(trifluoromethyl)-4,5,6,7-tetrahydro-1H-indole-3-sulfonamide FC=1C(=NC(=C(C1)OCCF)F)NS(=O)(=O)C1=CN(C=2CC(CCC12)C(F)(F)F)S(=O)(=O)C1=CC=C(C)C=C1